C(C)(C)(C)OC(CC1=C(C(=C(C=C1C(C)C)F)F)C1=CC(=NC=C1)F)=O 2-(3,4-difluoro-2-(2-fluoropyridin-4-yl)-6-isopropylphenyl)acetic acid tert-butyl ester